4-[3-(benzyloxy)-1-(pyridin-2-yl)-1H-pyrazol-5-yl]-2-fluoropyridine C(C1=CC=CC=C1)OC1=NN(C(=C1)C1=CC(=NC=C1)F)C1=NC=CC=C1